[2-[(4-methoxyphenyl)methyl]pyrazol-3-yl]ammonium dichloride [Cl-].[Cl-].COC1=CC=C(C=C1)CN1N=CC=C1[NH3+].COC1=CC=C(C=C1)CN1N=CC=C1[NH3+]